O[C@H](C(=O)O)CCC(=O)O L-alpha-hydroxyglutaric acid